N-((4-benzamidophenyl)(phenyl)methyl)-2-oxo-6-(trifluoromethyl)-1,2-dihydropyridine-3-carboxamide C(C1=CC=CC=C1)(=O)NC1=CC=C(C=C1)C(NC(=O)C=1C(NC(=CC1)C(F)(F)F)=O)C1=CC=CC=C1